O1[C@H](COC2=NC=CC=C21)CNC(=O)C2=C(C1=C(CCC3=CN(N=C13)CC1=NC=CC=C1)O2)C N-[(2S)-2,3-dihydro[1,4]dioxino[2,3-b]pyridin-2-ylmethyl]-8-methyl-2-(pyridin-2-ylmethyl)-4,5-dihydro-2H-furo[2,3-g]indazole-7-carboxamide